2,2'-Di-methyl-spiro[4,5-dihydro-thieno[2,3-c]pyran-7,4'-piperidine] CC1=CC2=C(S1)C1(CC(NCC1)C)OCC2